N-3-Pyridazinyl-4-[[3-[[5-(trifluoromethyl)-2-pyridinyl]oxy]phenyl]methylene]-1-piperidinecarboxamide N1=NC(=CC=C1)NC(=O)N1CCC(CC1)=CC1=CC(=CC=C1)OC1=NC=C(C=C1)C(F)(F)F